O=C(C(=O)C1=CC=C(C#N)C=C1)C1=CC=C(C=C1)C 4-(2-Oxo-2-(p-tolyl)acetyl)benzonitrile